1-(4-benzylphenyl)butanone C(C1=CC=CC=C1)C1=CC=C(C=C1)CC(CC)=O